2-(6-(((1R,3S,5S)-8-azabicyclo[3.2.1]octan-3-yl)(methyl)amino)pyridazin-3-yl)-5-(1H-pyrazol-1-yl)phenol [C@H]12CC(C[C@H](CC1)N2)N(C2=CC=C(N=N2)C2=C(C=C(C=C2)N2N=CC=C2)O)C